tert-Butyl 2-(hydroxymethyl)morpholine-4-carboxylate OCC1CN(CCO1)C(=O)OC(C)(C)C